C1(=CC=C(C=C1)B(O)O)C1=CC=CC=C1 [1,1-biphenyl]-4-ylboronic acid